1-(4-(((6-amino-5-(4-(trifluoromethyl)phenyl)pyrimidin-4-yl)amino)methyl)piperidin-1-yl)prop-2-en-1-one NC1=C(C(=NC=N1)NCC1CCN(CC1)C(C=C)=O)C1=CC=C(C=C1)C(F)(F)F